tert-butyl 2-[3-({6-cyclopropaneamido-3-[(2H3)methylcarbamoyl] pyridazin-4-yl} amino)-2-methoxyphenyl]-4H,6H,7H-pyrazolo[1,5-a]pyrazine-5-carboxylate C1(CC1)C(=O)NC1=CC(=C(N=N1)C(NC([2H])([2H])[2H])=O)NC=1C(=C(C=CC1)C1=NN2C(CN(CC2)C(=O)OC(C)(C)C)=C1)OC